FC=1C=C2C(=CNC2=CC1F)NC(C(=O)NCC1(CC1)C1=CC=CC=C1)=O N1-(5,6-difluoro-1H-indol-3-yl)-N2-((1-phenylcyclopropyl)methyl)oxalamide